NC1=CC=C(C(=O)NN)C=C1 para-aminobenzoyl-hydrazine